(S)-2,6-dioxopiperidin O=C1NC(CCC1)=O